CC(OC(NCCOCCOCCOCCOCCOCCOCCOCCOCCOCC1CCC(CC1)C(=O)O)=O)(C)C 4-(32,32-dimethyl-30-oxo-29-aza-2,5,8,11,14,17,20,23,26,31-decaoxatritriacontan-1-yl)cyclohexane-1-carboxylic acid